C(C)OC(C(CO)(F)C)=O 3-hydroxy-2-methyl-2-fluoropropionic acid ethyl ester